C[N+](C(C)C)(C)C N,N,N-trimethyl-2-propanaminium